CC1=NC(=NO1)C1=CC=C2C=CN=C(C2=C1)NC1CC(C1)C(=O)OC methyl (1s,3s)-3-((7-(5-methyl-1,2,4-oxadiazol-3-yl)isoquinolin-1-yl)amino)cyclobutane-1-carboxylate